4-[8-[6-[2-(dimethylamino)ethoxy]-3-pyridinyl]-2-methylsulfanyl-7-oxo-pyrido[2,3-d]pyrimidin-6-yl]-8-methyl-2,3-dihydroquinoxaline-1-carboxylic acid benzyl ester C(C1=CC=CC=C1)OC(=O)N1CCN(C2=CC=CC(=C12)C)C1=CC2=C(N=C(N=C2)SC)N(C1=O)C=1C=NC(=CC1)OCCN(C)C